N-(5-(4-(5-chloro-4-fluoro-2-(2-hydroxybut-2-yl)phenylamino)-1,3,5-triazin-2-ylamino)-2-((R)-3-(dimethylamino)pyrrolidin-1-yl)-4-methoxyphenyl)acrylamide ClC=1C(=CC(=C(C1)NC1=NC(=NC=N1)NC=1C(=CC(=C(C1)NC(C=C)=O)N1C[C@@H](CC1)N(C)C)OC)C(C)(CC)O)F